P([O-])([O-])(=S)N thio-phosphoramidate